(R,E)-N-(4-((4-([1,2,4]triazolo[1,5-c]pyrimidin-7-yloxy)-2-methoxy-5-methylphenyl)amino)-7-methoxy-quinazolin-6-yl)-2-fluoro-3-(1-methylpyrrolidin-2-yl)acrylamide N=1C=NN2C=NC(=CC21)OC2=CC(=C(C=C2C)NC2=NC=NC1=CC(=C(C=C21)NC(/C(=C\[C@@H]2N(CCC2)C)/F)=O)OC)OC